2-oxo-2-(1H-pyrrol-2-yl)acetamide tert-butyl-(S)-4-(4-amino-2,5-difluorophenyl)-3-(hydroxymethyl)piperazine-1-carboxylate C(C)(C)(C)OC(=O)N1C[C@H](N(CC1)C1=C(C=C(C(=C1)F)N)F)CO.O=C(C(=O)N)C=1NC=CC1